CC1=C(CC2CN(CC2)C(=O)C2=CC=C(C=C2)[C@@]2(C(NC(N2)=O)=O)C(C)C)C=CC(=C1)C (R)-5-{4-[3-(2,4-dimethylbenzyl)pyrrolidine-1-carbonyl]phenyl}-5-isopropylimidazolidine-2,4-dione